C(C)(C)(C)OC(=O)N1C[C@@H](CCC1)NC1=NC=CC(=C1)I.COC(C[Si](OC)(OC)OC)CC(C)(OC)OC 2,4,4-trimethoxypentyl-trimethoxysilane tert-butyl-(3R)-3-[(4-iodo-2-pyridyl)amino]piperidine-1-carboxylate